ClC=1C=C(OC=2C=CC3=C(CN(S3)C)C2C)C=C(C1)F 5-(3-chloro-5-fluorophenoxy)-2,4-dimethylbenzo[d]isothiazole